CC(CO)CCCC(=C)C 2,6-Dimethyl-6-hepten-1-ol